CC1(C(C(OC1)=O)=O)C 4,4-Dimethyldihydrofuran-2,3-dion